2-(3-(1-acetylpiperidin-4-yl)-5'-fluoro-1'-methyl-1H,1'H-[4,6'-biindazol]-1-yl)-N-(1,7-naphthyridin-4-yl)acetamide C(C)(=O)N1CCC(CC1)C1=NN(C=2C=CC=C(C12)C1=C(C=C2C=NN(C2=C1)C)F)CC(=O)NC1=CC=NC2=CN=CC=C12